C1(CC1)C=1C=CC(=NC1CC1=CC=C(C=C1)F)C(=O)NC(C(=O)OCC)(CCOCCOCCNC1=CC=C(C2=NON=C21)[N+](=O)[O-])CC Ethyl 2-(5-cyclopropyl-6-(4-fluorobenzyl)picolinamido)-2-ethyl-4-(2-(2-((7-nitrobenzo[c][1,2,5]oxadiazol-4-yl)amino)ethoxy)ethoxy)butanoate